ClC=1N=C2C(=NC1)N(C=C2C2=NC(=C(C(=N2)N[C@@H]2[C@H](C1CCC2CC1)C(=O)OCC=1OC(OC1C)=O)F)C=1SC=CC1)C(C1=CC=CC=C1)(C1=CC=CC=C1)C1=CC=CC=C1 (2S,3S)-(5-methyl-2-oxo-1,3-dioxol-4-yl)methyl 3-((2-(2-chloro-5-trityl-5H-pyrrolo[2,3-b]pyrazin-7-yl)-5-fluoro-6-(thiophen-2-yl)pyrimidin-4-yl)amino)bicyclo[2.2.2]octane-2-carboxylate